5-hydroxy-2-(1-isonicotinoylpiperidin-3-yl)-N-(isoxazol-4-yl)-1-methyl-6-oxo-1,6-dihydropyrimidine-4-carboxamide OC1=C(N=C(N(C1=O)C)C1CN(CCC1)C(C1=CC=NC=C1)=O)C(=O)NC=1C=NOC1